C(C)(C)(C)OC(=O)N[C@H](C(=O)N1N[C@@H](CCC1)C(=O)OC)CN1CC(=CCC1)B1OC(C(O1)(C)C)(C)C methyl (3S)-1-[(2S)-2-[(tert-butoxycarbonyl) amino]-3-[3-(4,4,5,5-tetramethyl-1,3,2-dioxaborolan-2-yl)-5,6-dihydro-2H-pyridin-1-yl]propanoyl]-1,2-diazinane-3-carboxylate